CS(=O)(=O)N1CCC2(CC2C#N)CC1 6-(methylsulfonyl)-6-azaspiro[2.5]octane-1-carbonitrile